CC1(CCC=2C1=NC(=CC2C(CC)N2C[C@H](CCC2)C)C(=O)O)C 7,7-dimethyl-4-(1-((S)-3-methylpiperidin-1-yl)propyl)-6,7-dihydro-5H-cyclopenta[b]pyridine-2-carboxylic acid